5-(methoxymethoxy)-2-methyl-6-[3-(methylsulfanyl)-1,2,4-triazin-6-yl]-1,3-benzoxazole COCOC=1C(=CC2=C(N=C(O2)C)C1)C1=CN=C(N=N1)SC